C(C)OC(=O)C=1C=NC2=CC=CC=C2C1O 4-Hydroxyquinoline-3-carboxylic acid ethyl ester